6-(5-cyanopyrazin-2-ylamino)-N-methyl-4-(pyrrolidin-2-ylmethylamino)pyridazine-3-carboxamide C(#N)C=1N=CC(=NC1)NC1=CC(=C(N=N1)C(=O)NC)NCC1NCCC1